COC(C(=O)NC1=CNC2=CC=C(C=C12)C=1C=NN(C1)C1=CC=C(C=C1)C(F)(F)F)C 2-methoxy-N-(5-{1-[4-(trifluoromethyl)phenyl]-1H-pyrazol-4-yl}-1H-indol-3-yl)propanamide